C(C)(C)(C)C=1C=C(C=C(C1O)C(C)(C)C)CCC(=O)OCC(COC(CCC1=CC(=C(C(=C1)C(C)(C)C)O)C(C)(C)C)=O)(COC(CCC1=CC(=C(C(=C1)C(C)(C)C)O)C(C)(C)C)=O)COC(CCC1=CC(=C(C(=C1)C(C)(C)C)O)C(C)(C)C)=O pentaerythritol tetra[beta-(3,5-di-t-butyl-4-hydroxyphenyl) propionate]